1-isopropyl-4-(4-nitropyridin-3-yl)piperazine C(C)(C)N1CCN(CC1)C=1C=NC=CC1[N+](=O)[O-]